BrC1=C(C=CC2=C1CC(O2)(C=2N=CSC2)CN)Cl (4-bromo-5-chloro-2-(thiazol-4-yl)-2,3-dihydrobenzofuran-2-yl)methylamine